3-(2-(tert-butyldisulfanyl)-2-(2-hydroxyethoxy)ethoxy)-N-(2-(2,2,2-trifluoroacetamido)ethyl)benzamide C(C)(C)(C)SSC(COC=1C=C(C(=O)NCCNC(C(F)(F)F)=O)C=CC1)OCCO